2-[5-fluoro-2-oxo-1'-(1H-pyrazolo[3,4-b]pyridine-5-carbonyl)spiro[indole-3,4'-piperidin]-1-yl]-N-(2,2,2-trifluoroethyl)acetamide FC=1C=C2C(=CC1)N(C(C21CCN(CC1)C(=O)C=1C=C2C(=NC1)NN=C2)=O)CC(=O)NCC(F)(F)F